FC=1C=C(C=C(C1)OC)C=1C(=NC(=NC1)NC=1C=NN(C1)C)NC=1C=C(C=CC1[2H])NC(C=C)=O N-(3-((5-(3-fluoro-5-methoxyphenyl)-2-((1-methyl-1H-pyrazol-4-yl)amino)pyrimidin-4-yl)amino)phenyl-4-d)acrylamide